ClC1=C(C(=CC=C1)F)C1=NOC(=C1CO[C@H]1[C@@H]2CN([C@H](C1)C2)C2=C(C=C(C=C2)CCC(=O)NS(=O)(=O)C2CC2)F)C2CC2 3-(4-((1S,4S,5R)-5-((3-(2-chloro-6-fluorophenyl)-5-cyclopropylisoxazol-4-yl)methoxy)-2-azabicyclo[2.2.1]heptan-2-yl)-3-fluorophenyl)-N-(cyclopropylsulfonyl)propanamide